C(C1=CC=CC=C1)NC1=CC(=C(C=C1)C)C1=NOC(=N1)CC1=CC=CC2=CC=CC=C12 N-benzyl-4-methyl-3-(5-(naphthalen-1-ylmethyl)-1,2,4-oxadiazol-3-yl)aniline